N-(6-amino-5-methyl-3-pyridyl)-2-[5-methyl-2-(3-methyl-1,2-benzothiazol-5-yl)-1-piperidyl]-2-oxo-acetamide NC1=C(C=C(C=N1)NC(C(=O)N1C(CCC(C1)C)C=1C=CC2=C(C(=NS2)C)C1)=O)C